ClC1=CC=C2C(=C(N(C2=C1C=1C(=NN(C1C)C)CO)C)C(=O)OCC)CCCOC1=CC(=CC2=CC=CC=C12)SCC1=CC=C(C=C1)OC ethyl 6-chloro-7-(3-(hydroxymethyl)-1,5-dimethyl-1H-pyrazol-4-yl)-3-(3-((3-((4-methoxybenzyl) thio) naphthalen-1-yl) oxy) propyl)-1-methyl-1H-indole-2-carboxylate